ON1C=CC=C1 1-hydroxy-1H-pyrrole